C(#N)CC1=NC=2C(=C3C(=NC2)C=CS3)N1[C@@H]1CC[C@H](CC1)CNC(OC(C)C)=O Isopropyl ({trans-4-[2-(cyanomethyl)-1H-imidazo[4,5-d]thieno[3,2-b]pyridin-1-yl]cyclohexyl}methyl)carbamate